NC1=NC(=NN1C(C1=C(C=CC=C1F)F)=O)NC1=CC=C(C=C1)S(=O)(=O)N1CCN(CC1)CC1=CC=C(C=C1)N1C(NC(CC1)=O)=O 1-(4-((4-((4-((5-amino-1-(2,6-difluorobenzoyl)-1H-1,2,4-triazol-3-yl)amino)phenyl)sulfonyl)piperazin-1-yl)methyl)phenyl)dihydropyrimidine-2,4(1H,3H)-dione